bismuth icosanate C(CCCCCCCCCCCCCCCCCCC)(=O)[O-].[Bi+3].C(CCCCCCCCCCCCCCCCCCC)(=O)[O-].C(CCCCCCCCCCCCCCCCCCC)(=O)[O-]